[N+](=O)([O-])[O-].[Cu+2].C1(=CC=CC=C1)P(C1=CC=CC=C1)C1=CC=CC=C1.C1(=CC=CC=C1)P(C1=CC=CC=C1)C1=CC=CC=C1.[N+](=O)([O-])[O-] bis(triphenylphosphorus) copper nitrate